O1COC2=C1C=CC(=C2)N(C(C2=CC(=CC=C2)N2N=C(C=C2CO)C)=O)C N-(1,3-benzodioxol-5-yl)-3-[5-hydroxymethyl-3-methyl-pyrazol-1-yl]-N-methyl-benzamide